8-[(1R)-1-[[2-(5-amino-1,3,4-thiadiazol-2-yl)-3-pyridinyl]amino]ethyl]-3,6-dimethyl-2-phenyl-benzopyran-4-one NC1=NN=C(S1)C1=NC=CC=C1N[C@H](C)C1=CC(=CC=2C(C(=C(OC21)C2=CC=CC=C2)C)=O)C